tert-Butyl (1R,4R,7R,E)-7-bromo-6-(fluoromethylene)-3-oxo-2-azabicyclo[2.2.1]heptane-2-carboxylate Br[C@H]1[C@@H]/2N(C([C@H]1C\C2=C/F)=O)C(=O)OC(C)(C)C